L-pidolate N1[C@@H](CCC1=O)C(=O)[O-]